NC12CC(C1)(C2)[C@@H](C)O (R)-1-(3-aminobicyclo[1.1.1]pentan-1-yl)ethan-1-ol